5-bromo-3-(4-(cyclopropanesulfonyl)phenyl)-1-tosyl-1H-pyrrolo[2,3-b]pyridine BrC=1C=C2C(=NC1)N(C=C2C2=CC=C(C=C2)S(=O)(=O)C2CC2)S(=O)(=O)C2=CC=C(C)C=C2